N1(CCC1)C(COC=1C=NC(=NC1)Cl)=O 1-(azetidin-1-yl)-2-((2-chloropyrimidin-5-yl)oxy)ethan-1-one